(8-methoxy-1,4-dioxaspiro[4.5]decan-8-yl)methanol COC1(CCC2(OCCO2)CC1)CO